CC1(OC2(C(O1)CC13C(CCC1C(C2C3)(C)C)C)C)C=CC 2,5,8,8,9a-pentamethyl-2-(prop-1-en-1-yl)octahydro-4H-4a,9-methanoazuleno[5,6-d][1,3]dioxole